4-(3-(3-(aminomethyl)piperidine-1-carbonyl)-1-(p-tolyl)-1H-pyrazol-5-yl)benzonitrile NCC1CN(CCC1)C(=O)C1=NN(C(=C1)C1=CC=C(C#N)C=C1)C1=CC=C(C=C1)C